C(CCCCCCCC=CCCCC)=O 9-Tetradecenal